(3R,4S,5S)-tert-Butyl-4-((S)-2-((S)-2-(Dimethylamino)-3-methylbutanamido)-N,3-dimethylbutanamido)-3-methoxy-5-methylheptanoic Acid C(C)(C)(C)C(C(=O)O)[C@H]([C@H]([C@H](CC)C)N(C([C@H](C(C)C)NC([C@H](C(C)C)N(C)C)=O)=O)C)OC